2-(2-fluoro-4-(pyrrolidin-2-yl)phenyl)-N-(3-(piperidin-1-yl)propyl)benzo[d]imidazo[2,1-b]thiazole-7-carboxamide FC1=C(C=CC(=C1)C1NCCC1)C=1N=C2SC3=C(N2C1)C=CC(=C3)C(=O)NCCCN3CCCCC3